(R)-4-(4-((2-ethyl-8-methyl-3-oxo-3,4-dihydroquinoxalin-6-yl)methyl)piperazin-1-yl)-3-fluoro-N-(tetrahydrofuran-3-yl)benzamide C(C)C1=NC2=C(C=C(C=C2NC1=O)CN1CCN(CC1)C1=C(C=C(C(=O)N[C@H]2COCC2)C=C1)F)C